ClC1=CN=C2C(=N1)N(N=C2I)C2COCCC2 6-chloro-3-iodo-1-(tetrahydro-2H-pyran-3-yl)-1H-pyrazolo[3,4-b]pyrazine